1-(benzenesulfonyl)-3-(prop-1-en-2-yl)-1H-pyrrolo[3,2-c]pyridine C1(=CC=CC=C1)S(=O)(=O)N1C=C(C=2C=NC=CC21)C(=C)C